6-tert-butyl-10-chloro-9-(3-methoxypropoxy)-2-oxo-6,7-dihydro-2H-pyrido[2,1-a]phthalazine-3-carboxylic acid C(C)(C)(C)N1N2C(C3=CC(=C(C=C3C1)OCCCOC)Cl)=CC(C(=C2)C(=O)O)=O